NC1=NC(=CC(=N1)N1CCC2(C[C@H](NC2)C(=O)OCC)CC1)O[C@@H](C(F)(F)F)C1=C(C=C(C=C1)C=1C=C2C=CN=NC2=CC1)N1N=C(C=C1)C (S)-ethyl 8-(2-amino-6-((R)-1-(4-(cinnolin-6-yl)-2-(3-methyl-1H-pyrazol-1-yl)phenyl)-2,2,2-trifluoroethoxy)pyrimidin-4-yl)-2,8-diazaspiro[4.5]decane-3-carboxylate